tert-butyl 4-(3,3,4,4-tetramethylborolan-1-yl)-3,6-dihydropyridine-1(2H)-carboxylate CC1(CB(CC1(C)C)C=1CCN(CC1)C(=O)OC(C)(C)C)C